FC1(CC2(CN(C=3C2=NC(=CC3)C)CC3=CC=C(C=C3)OC)C1)F 3,3-Difluoro-1'-(4-methoxybenzyl)-5'-methylspiro[cyclobutane-1,3'-pyrrolo[3,2-b]pyridine]